(R)-S-(2,2,3,3,11,11-hexamethyl-9-oxo-4,10-dioxa-8-aza-3-siladodecan-6-yl) ethanethioate C(C)(S[C@@H](CO[Si](C(C)(C)C)(C)C)CNC(OC(C)(C)C)=O)=O